methyl 2-methyl-2-[32-methyl-20-oxo-14-oxa-8,9,10,21-tetraazahexacyclo[19.5.3.216,19.13,7.06,10.024,28]dotriaconta-1(27),3(32),4,6,8,16,18,24(28),25,30-decaen-2-yl]propanoate CC(C(=O)OC)(C)C1C=2C=CC=3CCN(C(C4=CC=C(COCCCN5N=NC6=C5C=CC1=C6C)C=C4)=O)CC3C2